C(C(=C)C)(=O)OC(CCC)CC(CCCC)CC 2-ethylhexyl-butyl methacrylate